4-[bis(2-hydroxypentadecyl)amino]phenol OC(CN(C1=CC=C(C=C1)O)CC(CCCCCCCCCCCCC)O)CCCCCCCCCCCCC